COCCOCCS(=O)(=O)C1=CC=C(C=C1)[N+](=O)[O-] 1-[2-(2-methoxyethoxy)ethanesulfonyl]-4-nitrobenzene